N1(CCNCCC1)C(CN1N=CC(=C1)NC(CCOC1=CC=CC=C1)=O)=O N-(1-(2-(1,4-diazepan-1-yl)-2-oxoethyl)-1H-pyrazol-4-yl)-3-phenoxypropanamide